ClC=1C=C(C=CC1C#N)B(OC=1C=CC=C2C=CC=NC12)C1=CC(=C(C=C1)CN1CCN(CC1)C)F quinolin-8-yl (3-chloro-4-cyanophenyl){3-fluoro-4-[(4-methylpiperazin-1-yl)methyl]phenyl}borinate